C(CCCCCCCCCCCCC(C(=O)O)CCCCCCC1C(C1)CCCCCCCC)C(C(=O)O)CCCCCCC1C(C1)CCCCCCCC tridecane-1,13-diylbis(8-(2-octylcyclopropyl)octanoic acid)